BrC=1C=CC=2N=C(NC(C2N1)=O)C1CCN(CC1)C1CC1 6-bromo-2-(1-cyclopropylpiperidin-4-yl)pyrido[3,2-d]pyrimidin-4(3H)-one